BrC1=C(C=CC=C1CO)C1=CC(=CC=C1)OCC#C[Si](C)(C)C(C)(C)C (2-bromo-3'-((3-(TBDMS)prop-2-yn-1-yl)oxy)-[1,1'-biphenyl]-3-yl)methanol